C(CCCC#C)OC(CC(CCCCO)=CS(F)(F)(F)(F)F)(C)C1=CC=CC=C1 7-(Hex-5-yn-1-yloxy)-5-((pentafluoro-λ6-sulfanyl)methylen)-7-phenyloctan-1-ol